4-{2-ethyl-7-[(5-methoxy-7-methyl-1H-indol-4-yl)methyl]-2,7-diazaspiro[3.5]non-6-yl}benzoic acid C(C)N1CC2(C1)CC(N(CC2)CC2=C1C=CNC1=C(C=C2OC)C)C2=CC=C(C(=O)O)C=C2